C1(CCCCC1)OC1=CC=C(C(=O)O)C=C1 4-(cyclohexyloxy)benzoic acid